36-methyloctatriacontyl docos-13-enoate C(CCCCCCCCCCCC=CCCCCCCCC)(=O)OCCCCCCCCCCCCCCCCCCCCCCCCCCCCCCCCCCCC(CC)C